PENTAPHENYLENE C1=CC=CC=2C3=CC=CC=C3C3=CC=CC=C3C3=CC=CC=C3C3=CC=CC=C3C12